2-((7-Cyclopropyl-1-(2-methylpyridin-3-yl)-2-oxo-1,2-dihydro-quinazolin-4-yl)amino)-N,N-dimethylethane-1-sulfonamide C1(CC1)C1=CC=C2C(=NC(N(C2=C1)C=1C(=NC=CC1)C)=O)NCCS(=O)(=O)N(C)C